ClC1=NC(=C(C=C1C(=O)O)[Si](C)(C)C)Cl 2,6-dichloro-5-trimethylsilyl-pyridine-3-carboxylic acid